FC(C(=O)N1[C@H](C=2NC3=CC=CC=C3C2C[C@H]1C)C1=CC=C(C=C1)OCCN1CC(C1)CF)(C)C 2-fluoro-1-[(1S,3R)-1-[4-[2-[3-(fluoromethyl)azetidin-1-yl]ethoxy]phenyl]-3-methyl-1,3,4,9-tetrahydropyrido[3,4-b]indol-2-yl]-2-methyl-propan-1-one